C1(CC1)C1=NN2C(N=CC(=C2)N)=C1 cyclopropylpyrazolo[1,5-a]pyrimidin-6-amine